(R)-8-acetyl-5,7-dihydroxy-1-(3-methoxyphenyl)-3,4a,6-trimethyl-1,4a-dihydro-4H-benzofuro[3,2-f]indazol-4-one C(C)(=O)C1=C(C(=C(C2=C1OC=1[C@@]2(C(C=2C(=NN(C2C1)C1=CC(=CC=C1)OC)C)=O)C)O)C)O